(S)-N-(1-cyanocyclopropyl)-9-(5-(difluoromethyl)-1,3,4-thiadiazol-2-yl)-4-(3-methyl-4-propylpiperazin-1-yl)-9H-pyrimido[4,5-b]indole-7-sulfonamide C(#N)C1(CC1)NS(=O)(=O)C1=CC=C2C3=C(N(C2=C1)C=1SC(=NN1)C(F)F)N=CN=C3N3C[C@@H](N(CC3)CCC)C